BrC1=CC2=C(CCCNC2=O)C=C1 8-Bromo-2,3,4,5-tetrahydro-1H-2-benzazepin-1-one